FC1=CC=C2C=CC(N(C2=C1CCNC[C@H]1CN(C(O1)=O)C=1C=CC=2OCC(NC2N1)=O)CCO)=O (S)-6-(5-(((2-(7-Fluoro-1-(2-hydroxyethyl)-2-oxo-1,2-dihydroquinolin-8-yl)ethyl)amino)methyl)-2-oxooxazolidin-3-yl)-2H-pyrido[3,2-b][1,4]oxazin-3(4H)-one